tert-butyl 4-((3-bromo-5-cyano-4-((tetrahydro-1H-pyrrolizin-7a(5H)-yl)methoxy)-1H-indazol-1-yl)methyl)-5-methoxy-7-methyl-1H-indole-1-carboxylate BrC1=NN(C2=CC=C(C(=C12)OCC12CCCN2CCC1)C#N)CC1=C2C=CN(C2=C(C=C1OC)C)C(=O)OC(C)(C)C